tert-butyl N2-(N2-(2-azidoacetyl)-N6-(tert-butoxycarbonyl)-L-lysyl)-N6-((benzyloxy)carbonyl)-L-lysinate N(=[N+]=[N-])CC(=O)N[C@@H](CCCCNC(=O)OC(C)(C)C)C(=O)N[C@@H](CCCCNC(=O)OCC1=CC=CC=C1)C(=O)OC(C)(C)C